N,9,10-triphenylanthracene-2-amine C1(=CC=CC=C1)NC1=CC2=C(C3=CC=CC=C3C(=C2C=C1)C1=CC=CC=C1)C1=CC=CC=C1